NC1=NNC2=CC=C(C(=C12)C)C1=C(C=C(C=C1)S(=O)(=O)N1[C@@H](CC(C1)(F)F)C(=O)N)C (S)-1-((4-(3-amino-4-methyl-1H-indazol-5-yl)-3-methylphenyl)sulfonyl)-4,4-difluoropyrrolidine-2-carboxamide